3-mercaptothiopropionic acid-S-5,8,11,14-tetraoxa-2-thiahexadecan-16-yl ester (S-5,8,11,14-tetraoxa-2-thiahexadecan-16-yl 3-mercapto propanethioate) CSCCOCCOCCOCCOCCS=C(CCS)O.CSCCOCCOCCOCCOCCSC(CCS)=O